N-BENZYL-2-(2-FORMYLPHENOXY)ACETAMIDE C(C1=CC=CC=C1)NC(COC1=C(C=CC=C1)C=O)=O